ClC1=NC=C(C=C1C(=O)N[C@H]1C(N(OC1)CC)=O)OC[C@H](C)NS(=O)(=O)C(F)(F)F 2-chloro-N-[(4R)-2-ethyl-3-oxo-isoxazolidin-4-yl]-5-[(2S)-2-(trifluoromethylsulfonylamino)propoxy]pyridine-3-carboxamide